NC1=NC(=NC(=N1)N)OC 2,4-diamino-6-methoxy-1,3,5-triazine